Cl.C12CC(CC(CC1)N2)N(C=2SC1=C(N2)C(=CC(=C1)C=1C=CC=2N(N1)C=C(N2)C)F)C N-[(3-exo)-8-azabicyclo[3.2.1]oct-3-yl]-4-fluoro-N-methyl-6-(2-methylimidazo[1,2-b]pyridazin-6-yl)-1,3-benzothiazol-2-amine hydrochloride